5-(3-(benzyloxy)-7-bromo-1-fluoronaphthalen-2-yl)-1,2,5-thiadiazolidin-3-one 1,1-dioxide C(C1=CC=CC=C1)OC=1C(=C(C2=CC(=CC=C2C1)Br)F)N1CC(NS1(=O)=O)=O